1-(4-methoxybenzyl)-5-nitro-1H-pyrazole-3-carboxylic acid methyl ester COC(=O)C1=NN(C(=C1)[N+](=O)[O-])CC1=CC=C(C=C1)OC